FC=1C(=NC=CC1)SC=1C=2N(C=C(C1)C=1C=NN(C1C)C1C(CNCC1)O)N=CC2C#N 4-[(3-fluoro-2-pyridyl)sulfanyl]-6-[1-(3-hydroxy-4-piperidyl)-5-methyl-pyrazol-4-yl]pyrazolo[1,5-a]pyridine-3-carbonitrile